rac-4,4-difluoro-3-methylpiperidine hydrochloride Cl.FC1([C@@H](CNCC1)C)F |r|